C1(CCC1)[C@@H]1N(CCC(C1)C=1C=CC2=C(N(C(=N2)C2=CC=C(C=C2)S(=O)(=O)C)C)C1F)C1CCNCC1 6-(r-cyclobutyl-[1,4'-bipiperidin]-4-yl)-7-fluoro-1-methyl-2-(4-(methylsulfonyl)phenyl)-1H-benzo[d]imidazole